O[C@H]1C[C@@](O[C@H]([C@@H]1NC(CO)=O)[C@@H]([C@@H](CO)O)O)(C(=O)O)OCCOCCOCC#C (2R,4S,5R,6R)-4-hydroxy-5-(2-hydroxyacetamido)-2-(2-(2-(prop-2-yn-1-yloxy)ethoxy)ethoxy)-6-((1R,2R)-1,2,3-trihydroxypropyl)tetrahydro-2H-pyran-2-carboxylic acid